5-(2-fluoro-6-((4-methoxybenzyl)oxy)phenyl)isoxazole FC1=C(C(=CC=C1)OCC1=CC=C(C=C1)OC)C1=CC=NO1